3-(3-tert-butyl-5-(3,5-di-tert-butyl-2-hydroxybenzyl)-4-hydroxyphenyl)-N'-(3-(3-tert-butyl-5-(3,5-di-tert-butyl-2-hydroxybenzyl)-4-hydroxyphenyl)propanoyl)propanehydrazide C(C)(C)(C)C=1C=C(C=C(C1O)CC1=C(C(=CC(=C1)C(C)(C)C)C(C)(C)C)O)CCC(=O)NNC(CCC1=CC(=C(C(=C1)CC1=C(C(=CC(=C1)C(C)(C)C)C(C)(C)C)O)O)C(C)(C)C)=O